O1CCN(CC1)CCC1=CC=2C(=NC=CC2C=2C=C3C(=NNC3=C(C2)C#CC2=CC=CC=C2)N)N1 5-(2-(2-Morpholinoethyl)-1H-pyrrolo[2,3-b]pyridin-4-yl)-7-(phenylethynyl)-1H-indazol-3-amine